FC=1C=C2C(=NNC2=CC1OCCOC)C1=CC(=NO1)C1=CC=C(C=C1)C(=O)N1[C@H](COCC1)CS(=O)(=O)C (4-{5-[5-Fluoro-6-(2-methoxy-ethoxy)-1H-indazol-3-yl]-isoxazol-3-yl}-phenyl)-((R)-3-methanesulfonylmethyl-morpholin-4-yl)-methanone